2,5-bis[(2-hydroxy)ethylthio]Selenophene OCCSC=1[Se]C(=CC1)SCCO